C(CCC)N1C(C2=CN=CC=C2C(=C1)C1=CC(=C(C=C1)OC1CCN(CC1)CC1CCNCC1)F)=O 2-butyl-4-(3-fluoro-4-((1-(piperidin-4-ylmethyl)piperidin-4-yl)oxy)phenyl)-2,7-naphthyridin-1(2H)-one